ClC1=CC=C(C(=N1)C(=O)O)N[C@H](C)C1=C2N=C(C(=NC2=CC(=C1)C)C)N1CCOCC1 (R)-6-chloro-3-((1-(2,7-dimethyl-3-morpholinoquinoxalin-5-yl)ethyl)amino)picolinic acid